C(C)(C)(C)OC(=O)N1[C@@H]2[C@H](CCC1)OCC=1C=C(C=CC12)OS(=O)(=O)C(F)(F)F.BrC1=CC=CC(=N1)NC(CNC1CC1)=O N-(6-bromopyridin-2-yl)-2-(cyclopropylamino)acetamide Cis-tert-butyl-(4aS,10bS)-8-(((trifluoromethyl)sulfonyl)oxy)-2,3,4,4a,6,10b-hexahydro-1H-isochromeno[4,3-b]pyridine-1-carboxylate